COC1=CC2=C(N(C(=NS2(=O)=O)C(=C)C)C)C=C1 7-methoxy-4-methyl-3-(prop-1-en-2-yl)-4H-1,2,4-benzothiadiazine-1,1-dioxide